(1S,2S)-N-(6-cyano-1-cyclobutyl-1H-benzo[d]imidazol-2-yl)-2-(2-hydroxypropan-2-yl)cyclopropane-1-carboxamide C(#N)C=1C=CC2=C(N(C(=N2)NC(=O)[C@@H]2[C@H](C2)C(C)(C)O)C2CCC2)C1